BrC1=CC=C(C=C1)C1=NC=2N([C@@](O1)(C(F)(F)F)C1=CC=CC=C1)C1=C(N2)C=CC=C1 (S)-2-(4-bromophenyl)-4-phenyl-4-(trifluoromethyl)-4H-benzo[4,5]Imidazo[1,2-c][1,3,5]Oxadiazine